3-(6-methylpyridin-2-yl)-6-((1-phenylethyl)amino)pyrimidine-2,4(1H,3H)-dione CC1=CC=CC(=N1)N1C(NC(=CC1=O)NC(C)C1=CC=CC=C1)=O